C(OCC(=O)O)COCC(=O)O (ethylenedioxy)diacetic acid